(4-(tert-butoxy)phenyl)boronic acid C(C)(C)(C)OC1=CC=C(C=C1)B(O)O